1-hexylheptenol C(CCCCC)C(=CCCCCC)O